C12C(C3CC(CC(C1)C3)C2)C(=O)O.[Na] sodium 2-adamantanoic acid